6-[(2S)-2-aminopropyl]-2-chloro-N-[(3-fluoropyridin-4-yl)methyl]-7H-pyrrolo[2,3-d]pyrimidin-4-amine dihydrochloride Cl.Cl.N[C@H](CC1=CC2=C(N=C(N=C2NCC2=C(C=NC=C2)F)Cl)N1)C